Methyl (4-(1-(1-(5-(3-chloro-2-fluoro-6-(1H-tetrazol-1-yl)phenyl)pyridin-2-yl)-3-(difluoromethoxy)propyl)-1H-pyrazol-4-yl)phenyl)carbamate ClC=1C(=C(C(=CC1)N1N=NN=C1)C=1C=CC(=NC1)C(CCOC(F)F)N1N=CC(=C1)C1=CC=C(C=C1)NC(OC)=O)F